1-(2-methylpyridin-3-yl)-6-nitroindole-3-carbonitrile CC1=NC=CC=C1N1C=C(C2=CC=C(C=C12)[N+](=O)[O-])C#N